F[C@@H](CN(CC[C@@H](C(=O)O)NC(C(C)(C)C1=CC=C(C=C1)F)=O)CCCCC1=NC=2NCCCC2C=C1)COC (S)-4-(((S)-2-fluoro-3-methoxypropyl)(4-(5,6,7,8-tetrahydro-1,8-naphthyridin-2-yl)butyl)amino)-2-(2-(4-fluorophenyl)-2-methylpropanamido)butanoic acid